butyl (R)-(3-(4-hydroxypiperidin-1-yl)-1-(4-(2-oxooxazolidin-3-yl)phenyl)propyl)carbamate OC1CCN(CC1)CC[C@H](C1=CC=C(C=C1)N1C(OCC1)=O)NC(OCCCC)=O